ClC1=CC=C(CNC(=O)C2=C(C=C3N2CCN(C3=O)CC3(CC3)S(=O)(=O)C(C)([C@@H](CO)O)C)C)C=C1 (R)-N-(4-chlorobenzyl)-2-((1-((3,4-dihydroxy-2-methylbutan-2-yl)sulfonyl)cyclopropyl)methyl)-7-methyl-1-oxo-1,2,3,4-tetrahydropyrrolo[1,2-a]pyrazine-6-carboxamide